tert-butyl-4-hydroxybenzylphosphonic acid C(C)(C)(C)C(C1=CC=C(C=C1)O)P(O)(O)=O